CCCCCC/C=C\CCCCCCCCCC(=O)O[C@H](COC(=O)CCCCCCC/C=C\C/C=C\CCCCC)COP(=O)([O-])OCC[N+](C)(C)C 1-(9Z,12Z-octadecadienoyl)-2-(11Z-octadecenoyl)-sn-glycero-3-phosphocholine